tert-Butyl 4-(prop-2-ynyl)piperazine-1-carboxylate C(C#C)N1CCN(CC1)C(=O)OC(C)(C)C